2-(4-(2,6-dioxopiperidin-3-yl)-6-fluoro-1,3-dioxoisoindolin-5-yl)piperazin-1-yl-acetamide O=C1NC(CCC1C1=C2C(NC(C2=CC(=C1C1N(CCNC1)CC(=O)N)F)=O)=O)=O